BrCC1=CC(=CC=C1)Cl 1-(bromomethyl)-3-chlorobenzene